ClCC(=O)N(C1=CC2=C(OCCO2)C=C1)C1=CC(=CC(=C1)OC)C#N 2-chloro-N-(3-cyano-5-methoxyphenyl)-N-(2,3-dihydrobenzo[b][1,4]dioxin-6-yl)acetamide